FC1=CC=C(C=N1)NC(=O)C1=C(N(C(=C1C)C(C(=O)NC(COC)(C)C)=O)C)C N-(6-fluoropyridin-3-yl)-5-(2-((1-methoxy-2-methylpropan-2-yl)amino)-2-oxoacetyl)-1,2,4-trimethyl-1H-pyrrole-3-carboxamide